(5H-cyclopenta[b]pyridin-7(6H)-ylidene)-3,4-dimethoxybenzohydrazide N1=C2C(=CC=C1)CCC2=NNC(C2=CC(=C(C=C2)OC)OC)=O